OCCCC1(OCC(C1O)O)O hydroxypropyl-tetrahydrofurantriol